CN(C1CCNCC1)CC1(CC1)C(F)(F)F N-methyl-N-{[1-(trifluoromethyl)cyclopropyl]methyl}piperidin-4-amine